Cl.NCC(=O)C1CCCCC1 2-amino-1-cyclohexylethanone hydrochloride